(8R,9S,13S,14S,E)-16-((1H-indol-3-yl)methylene)-13-methyl-6,7,8,9,11,12,13,14,15,16-decahydrospiro[cyclopenta[a]phenanthrene-17,2'-[1,3]dithian]-3-ol N1C=C(C2=CC=CC=C12)\C=C\1/C[C@H]2[C@@H]3CCC=4C=C(C=CC4[C@H]3CC[C@@]2(C12SCCCS2)C)O